C(C)(C)(C)OC(N(CC=1N=C2N(C=C(C=C2)C2CC2)C1)C1=CC(=C(C=C1)S(NC(=O)OC(C)(C)C)(=O)=O)N)=O.CC1OCCC(C1)C(C)=O 1-(2-methyltetrahydro-2H-pyran-4-yl)ethan-1-one tert-butyl-(3-amino-4-(N-(tert-butoxycarbonyl)sulfamoyl)phenyl)((6-cyclopropylimidazo[1,2-a]pyridin-2-yl)methyl)carbamate